tert-butyl ((1R)-3-azabicyclo[3.1.0]hexan-1-yl)(methyl)carbamate [C@@]12(CNCC2C1)N(C(OC(C)(C)C)=O)C